N-(4-aminocyclohexyl)-2-(4-chlorophenoxy)acetamide 2,2,2-trifluoroacetate FC(C(=O)O)(F)F.NC1CCC(CC1)NC(COC1=CC=C(C=C1)Cl)=O